C(C)C1(CC(CC(C1)(C)C)NC(C1=C(C(=CC=C1)NC)O)=O)C N-(3-ethyl-3,5,5-trimethylcyclohexyl)-3-methylamino-2-hydroxybenzoamide